C[Si](C)(C)CO (trimethyl-silyl)methanol